C(C)(C)(C)OC(=O)NC=1N=C(N(C1)C)C(=O)NC=1C=C(N(C1)C)C(=O)NCCC(=O)NC=1N=C(N(C1)C)C(=O)NC=1C=C(N(C1)C)C(=O)[O-] 4-(4-[3-[(4-[4-[(tert-butoxycarbonyl)amino]-1-methylimidazole-2-amido]-1-methylpyrrol-2-yl)formamido]propanamido]-1-methylimidazole-2-amido)-1-methylpyrrole-2-carboxylate